tricarbonylchloro(glycinyl)ruthenium C(=O)=[Ru](C(CN)=O)(Cl)(=C=O)=C=O